BrC1=CC=CC(=N1)C(C)(C)O 2-(6-bromo-2-pyridinyl)propan-2-ol